C(C)NC(=O)C1=CC(=C(N1)C(=O)NC)OC(COC)C1=CC=CC=C1 N5-ethyl-3-(2-methoxy-1-phenylethoxy)-N2-methyl-1H-pyrrole-2,5-dicarboxamide